2,6-dichloro-4-((2-isopropyl-4-methylpyridin-3-yl)amino)nicotinamide ClC1=C(C(=O)N)C(=CC(=N1)Cl)NC=1C(=NC=CC1C)C(C)C